2-[2-chloro-4-(4-chlorobenzoyloxy)phenyl]-1-(1H-1,2,4-triazol-1-yl)butan-2-ol ClC1=C(C=CC(=C1)OC(C1=CC=C(C=C1)Cl)=O)C(CN1N=CN=C1)(CC)O